C(C1=CC=CC=C1)(=O)OC=1C(N(C2=CC=CC=C2C1)CC)=O Ethyl-(2-oxo-1,2-dihydro-quinolin-3-yl) benzoate